COC1=CC=C(CNC(=S)NC2=CC=CC=C2)C=C1 N-(4-methoxybenzyl)-N'-phenylthiourea